vinyl propanoate C(CC)(=O)OC=C